COC1=CC=C(C=C1)CN(C1=C(N=C2C(=N1)SC(=C2)C)C(=O)OC)CC2=CC=C(C=C2)OC methyl 3-[bis[(4-methoxyphenyl)methyl]amino]-6-methyl-thieno[2,3-b]pyrazine-2-carboxylate